1-propyl-2,5-norbornadiene C(CC)C12C=CC(C=C1)C2